O=C1C=C2CC[C@H]3[C@@H]4CC[C@H](CC)[C@]4(CC[C@@H]3[C@]2(C=C1)C)C 3-oxo-pregna-1,4-diene